2-chloro-4-(naphthalen-yl)-6-(3-(TRIPHENYLSILYL)phenyl)-1,3,5-triazine ClC1=NC(=NC(=N1)C1=CC=CC2=CC=CC=C12)C1=CC(=CC=C1)[Si](C1=CC=CC=C1)(C1=CC=CC=C1)C1=CC=CC=C1